BrC1=CC(=C(C(=C1C=O)F)CC)Cl 6-bromo-4-chloro-3-ethyl-2-fluorobenzaldehyde